6'-methyl-6-(((3aR,5s,6aS)-2-((tetrahydro-2H-pyran-4-yl)methyl)octahydrocyclopenta[c]pyrrol-5-yl)amino)-[3,4'-bipyridazin]-3'(2'H)-one CC=1C=C(C(NN1)=O)C=1N=NC(=CC1)NC1C[C@@H]2[C@@H](CN(C2)CC2CCOCC2)C1